4-(((5-amino-2-chloropyridin-4-yl)amino)methyl)piperidine-1-carboxylic acid tert-butyl ester C(C)(C)(C)OC(=O)N1CCC(CC1)CNC1=CC(=NC=C1N)Cl